[N+](=O)([O-])C=1C=C(COC([C@H](C)NNC(=O)OC(C)(C)C)=O)C=C(C1)[N+](=O)[O-] tert-butyl (S)-2-(1-((3,5-dinitrobenzyl)oxy)-1-oxopropan-2-yl)hydrazine-1-carboxylate